CC1=CC=C(C=C1)CN1C(CCC1=O)CC(=O)OC(C)CC butan-2-yl 2-[1-[(4-methylphenyl)methyl]-5-oxopyrrolidin-2-yl]acetat